ClC=1C(=C(C=CC1OC[C@@]1(OCCC1)C)NC=1C2=C(N=CN1)C=CC(=N2)N2[C@@H]1CN([C@H](C2)C1)C(C=C)=O)F 1-((1S,4S)-5-(4-((3-Chloro-2-fluoro-4-(((R)-2-methyltetrahydrofuran-2-yl)methoxy)phenyl)amino)pyrido[3,2-d]pyrimidin-6-yl)-2,5-diazabicyclo[2.2.1]heptan-2-yl)prop-2-en-1-one